N1=C(C=CC=C1)C1=C(C=CC=C1)B(O)O 2-(PYRIDIN-2-YL)PHENYLBORONIC ACID